iron-silicon-chromium-boron [B].[Cr].[Si].[Fe]